2-fluoro-1-ethyl-pyridinium hexachloroantimonate Cl[Sb-](Cl)(Cl)(Cl)(Cl)Cl.FC1=[N+](C=CC=C1)CC